C(C=C)(=O)OCCCCCCCCCCCP(O)(O)=O 11-acryloxyundecylphosphonic acid